5-methoxy-4-(((3-methoxyisoxazol-5-yl)methyl)amino)-1-phenyl-7-(trifluoromethyl)quinazolin-2(1H)-one COC1=C2C(=NC(N(C2=CC(=C1)C(F)(F)F)C1=CC=CC=C1)=O)NCC1=CC(=NO1)OC